2-[4-bromo-3-(trifluoromethyl)pyrazol-1-yl]acetic acid BrC=1C(=NN(C1)CC(=O)O)C(F)(F)F